COCCC(C(=O)OC)(C)C1=NC(=NC=C1)N(S(=O)(=O)C)CC1=CC=C(C=C1)OC Methyl 4-methoxy-2-(2-(N-(4-methoxybenzyl)methylsulfonamido)pyrimidin-4-yl)-2-methylbutanoate